2-(4-aminophenyl)-1H-benzoxazol-5-amine NC1=CC=C(C=C1)C=1OC2=C(N1)C=C(C=C2)N